C(C)(C)(C)OC(NC[C@@H](CC(=O)C1=C(C=CC=C1)C(C)C)O[Si](C)(C)C(C)(C)C)=O (R)-(2-((tert-butyldimethylsilyl)oxy)-4-(2-isopropylphenyl)-4-oxobutyl)carbamic acid tert-butyl ester